COC(=O)C=1C=2C=CC=NC2C(=CC1)O 8-hydroxyquinoline-5-carboxylic acid methyl ester